NCCN1C=2C=CC(=CC2C(C2=CC=CC=C12)(C)C)NC1=CC(=C(C=C1)Cl)Cl 10-(2-Aminoethyl)-N-(3,4-dichlorophenyl)-9,9-dimethyl-9,10-dihydroacridin-2-amine